N-(3,4-difluoro-2-methoxyphenyl)-4-({[3-(2-methoxy-2-methylpropoxy)pyridin-4-yl]methyl}amino)-2-oxo-1,2,5,6-tetrahydropyridine-3-carbothioamide FC=1C(=C(C=CC1F)NC(=S)C=1C(NCCC1NCC1=C(C=NC=C1)OCC(C)(C)OC)=O)OC